ClC1=CC=C(C=N1)CN1C(C=CC=C1)NC(C(F)F)=O N-[1-[(6-chloro-3-pyridinyl)methyl]-2-pyridinyl]-2,2-difluoro-acetamide